N-(3,4-difluorophenyl)-1,3,5-trimethyl-1H-pyrrole-2-carboxamide FC=1C=C(C=CC1F)NC(=O)C=1N(C(=CC1C)C)C